4-amino-2-trifluoromethoxybenzeneboronic acid NC1=CC(=C(C=C1)B(O)O)OC(F)(F)F